5-(1,2-dihydroxy-ethyl)-3,4-dihydroxy-5H-furan-2-one OC(CO)C1C(=C(C(O1)=O)O)O